CC(C(=O)OC=1C(=NC=CC1OC)C(N[C@H](C(=O)O[C@H]([C@@H](C)C1=C(C=C(C=C1)F)C)C)C)=O)C [2-[[(1S)-2-[(1S,2S)-2-(4-fluoro-2-methyl-phenyl)-1-methyl-propoxy]-1-methyl-2-oxo-ethyl]carbamoyl]-4-methoxy-3-pyridyl] 2-methylpropanoate